N-(4-chloro-3-(trifluoromethyl)phenyl)-2,2,2-trifluoroacetamide ClC1=C(C=C(C=C1)NC(C(F)(F)F)=O)C(F)(F)F